(+)-1-hydroxy-3-propylamine sulfate S(=O)(=O)(O)O.OCCCN